5-Bromo-6-(1-(3-chloropyridin-2-yl)-3-methoxy-1H-pyrazol-5-carboxamido)-N-cyclopropylpyrazolo[1,5-a]pyridin-7-carboxamid BrC1=CC=2N(C(=C1NC(=O)C1=CC(=NN1C1=NC=CC=C1Cl)OC)C(=O)NC1CC1)N=CC2